3-bromo-7-(2,3-dichloro-6-methoxyphenyl)imidazo[1,2-a]pyridine-2-carboxylic acid ethyl ester C(C)OC(=O)C=1N=C2N(C=CC(=C2)C2=C(C(=CC=C2OC)Cl)Cl)C1Br